5-chloro-1-ethyl-2-iodo-1H-pyrrolo[2,3-c]pyridine ClC=1C=C2C(=CN1)N(C(=C2)I)CC